C(C)(C)N1CC(N(CC1)CC1=C2C=CN(C2=C(C=C1OC)C)C(=O)OC(C)(C)C)C1=CC=C(C=C1)C(=O)OC tert-Butyl 4-((4-isopropyl-2-(4-(methoxycarbonyl)phenyl)piperazin-1-yl)methyl)-5-methoxy-7-methyl-1H-indole-1-carboxylate